(R)-1-(5-Fluoropyridin-3-yl)-2-((2-((1s,4S)-4-methoxycyclohexyl)ethyl)-amino)ethan-1-ol FC=1C=C(C=NC1)[C@H](CNCCC1CCC(CC1)OC)O